CNCC=1NC=2N(C(C1C=1C=C3C=CC=NC3=CC1)=O)N=C(C2C2=CC=CC=C2)C2=CC=CC=C2 5-((methylamino)methyl)-2,3-diphenyl-6-(quinolin-6-yl)pyrazolo[1,5-a]pyrimidin-7(4H)-one